tert-butyl 6-[8-(1,3-benzothiazol-2-ylcarbamoyl)-3,4-dihydro-1H-isoquinolin-2-yl]-3-[4-[[7-(2-ethoxy-2-oxo-ethyl)-7-azaspiro[3.5]nonan-2-yl]oxy]-2-methyl-phenyl]pyridine-2-carboxylate S1C(=NC2=C1C=CC=C2)NC(=O)C=2C=CC=C1CCN(CC21)C2=CC=C(C(=N2)C(=O)OC(C)(C)C)C2=C(C=C(C=C2)OC2CC1(C2)CCN(CC1)CC(=O)OCC)C